FC=1C=CC=2N(C3=CC=C(C=C3C2C1)F)C[C@H](CN1C(CC[C@H]1C)=O)O (R)-1-((R)-3-(3,6-difluoro-9H-carbazol-9-yl)-2-hydroxypropyl)-5-methylpyrrolidin-2-one